OCCOCCOC(C1=CC=C(C(=O)OCCOCCO)C=C1)=O bis-(β-hydroxyethoxy-ethyl)terephthalate